1-(phenylsulfonyl)-1H-pyrrolo[3,2-b]pyridine-2-carbaldehyde C1(=CC=CC=C1)S(=O)(=O)N1C(=CC2=NC=CC=C21)C=O